C=1(C(=C(C(=C(C1[2H])[2H])[2H])C1=CC(=C(C(=C1[2H])I)[2H])OC1=C(C(=C(C(=C1[2H])[2H])[2H])C1=C(C(=C(C(=C1[2H])[2H])[2H])[2H])[2H])[2H])[2H])C1=C(C(=C(C(=C1[2H])[2H])[2H])[2H])[2H] ([1,1'-biphenyl]-3-yl-d9)(3-(([1,1'-biphenyl]-3-yl-d9)oxy)-5-iodobenzene-4,6-d2)